[Br-].C(CCC=C)[Zn+] (pent-4-en-1-yl)zinc bromide